(S)-N-(3-(3-(diethylamino)-3-methylpyrrolidin-1-yl)-1-(2-(1,1-difluoroethyl)-6-methylpyrimidin-4-yl)-1H-pyrazolo[4,3-c]pyridin-6-yl)acetamide C(C)N([C@@]1(CN(CC1)C1=NN(C2=C1C=NC(=C2)NC(C)=O)C2=NC(=NC(=C2)C)C(C)(F)F)C)CC